[Li].C(C)(C)C1=C(C(=CC=C1)C(C)C)O 2,6-diisopropyl-phenol lithium